ClC1=C(C=CC=C1C1=CC=C2C(CCN(C2=N1)C)NCCO)C1=C(C(=CC=C1)C1=CC=C2C(CCN(C2=N1)C)NCCO)Cl 2,2'-(((2,2'-Dichloro-[1,1'-biphenyl]-3,3'-diyl)bis(1-methyl-1,2,3,4-tetrahydro-1,8-naphthyridine-7,4-diyl))bis(azanediyl))bis(ethan-1-ol)